NC1=NC(=C(C=2N1N=C(N2)C(C2=CC=CC=C2)O)C2=NC=NC=C2)C=2C=C(C#N)C=CC2 3-(5-amino-2-(hydroxy(phenyl)methyl)-8-(pyrimidin-4-yl)-[1,2,4]triazolo[1,5-c]pyrimidin-7-yl)benzonitrile